(S)-(1'-(5-bromo-4-cyano-6-methylpyridin-2-yl)-1,3-dihydrospiro[indene-2,4'-piperidin]-1-yl)carbamic acid tert-butyl ester C(C)(C)(C)OC(N[C@@H]1C2=CC=CC=C2CC12CCN(CC2)C2=NC(=C(C(=C2)C#N)Br)C)=O